(S)-N-(4-(methylthio)benzyl)-4-(6-(4-(trifluoromethyl)phenyl)thieno[2,3-d]pyrimidin-4-yl)piperazine-2-carboxamide CSC1=CC=C(CNC(=O)[C@H]2NCCN(C2)C=2C3=C(N=CN2)SC(=C3)C3=CC=C(C=C3)C(F)(F)F)C=C1